C1C2=CC=CC=C2C3=C1C(=CC=C3)C(=O)O fluorenecarboxylic ACID